BrC=1C(=C(C=C(C1)OC(F)F)NC(OC(C)(C)C)=O)Cl tert-butyl N-[3-bromo-2-chloro-5-(difluoromethoxy)phenyl]carbamate